O=C1NC(CCC1C1=CC(=C(C=C1)N1CCC(CC1)CN1C[C@H]([C@@H](CC1)NC(OC(C)(C)C)=O)F)F)=O tert-butyl N-[(3R,4R)-1-[[1-[4-(2,6-dioxo-3-piperidyl)-2-fluoro-phenyl]-4-piperidyl] methyl]-3-fluoro-4-piperidyl]carbamate